C(C1=CC=CC=C1)N1C(N(C2=C1C=NC=1C=CC(=CC21)C2=CC=C(C=C2)Cl)C=2C=C(C#N)C=CC2C)=N 3-(3-Benzyl-8-(4-chlorophenyl)-2-imino-2,3-dihydro-1H-imidazo[4,5-c]quinolin-1-yl)-4-methylbenzonitrile